methoxy-5,6-dihydropyrrolo[2,1-a]isoquinoline-3-carboxylate COC=1C=C(N2C1C1=CC=CC=C1CC2)C(=O)[O-]